4-((3-(5-fluoropyrimidin-2-yl)-2-methoxyphenyl)amino)-N-(methyl-d3)-6-((6-methylpyridazin-3-yl)amino)pyridazine-3-carboxamide FC=1C=NC(=NC1)C=1C(=C(C=CC1)NC1=C(N=NC(=C1)NC=1N=NC(=CC1)C)C(=O)NC([2H])([2H])[2H])OC